C1OCC12CN(CC2)C2=NNC(=C2)C=2C(=C(C(=CC2)O)N2CC(NS2(=O)=O)=O)F 5-(3-(3-(2-oxa-6-azaspiro[3.4]octan-6-yl)-1H-pyrazol-5-yl)-2-fluoro-6-hydroxyphenyl)-1,2,5-thiadiazolidin-3-one 1,1-dioxide